N-(3-Aminophenyl)sulfonyl-6-tert-butyl-4-methoxy-2-(2,4,6-trimethylphenoxy)pyridin-3-carboxamid NC=1C=C(C=CC1)S(=O)(=O)NC(=O)C=1C(=NC(=CC1OC)C(C)(C)C)OC1=C(C=C(C=C1C)C)C